COC1=NC=C(C(=N1)OC)B(O)O (2,4-dimethoxypyrimidine-5-yl)boronic acid